N-(6-(2H-1,2,3-triazol-2-yl)-5-(trifluoromethyl)pyridin-3-yl)-4-(3-aminopyridin-4-yl)-2-bromo-5-fluorobenzamide N=1N(N=CC1)C1=C(C=C(C=N1)NC(C1=C(C=C(C(=C1)F)C1=C(C=NC=C1)N)Br)=O)C(F)(F)F